(S)-3-(3,5-dichloro-4-fluorophenyl)-1-(1-(6,7-difluoro-1-oxo-1,2-dihydroisoquinolin-4-yl)ethyl)-1-methylurea ClC=1C=C(C=C(C1F)Cl)NC(N(C)[C@@H](C)C1=CNC(C2=CC(=C(C=C12)F)F)=O)=O